5-(3,8-diazabicyclo[3.2.1]octan-3-yl)-2-(2,6-dioxopiperidin-3-yl)-4,6,7-trifluoroisoindoline-1,3-dione C12CN(CC(CC1)N2)C=2C(=C1C(N(C(C1=C(C2F)F)=O)C2C(NC(CC2)=O)=O)=O)F